imino disuccinate C(CCC(=O)[O-])(=O)ONOC(CCC(=O)[O-])=O